ClC1=NC=C(C(=N1)Cl)N1N=CC=C1 2,4-dichloro-5-(1H-pyrazolyl)pyrimidine